CNCC(=O)NS(=O)(=O)C1=CC=C(C)C=C1 methyl-N-(p-toluenesulfonyl)glycinamide